OC[C@H](C(=O)O)NC(=O)OC(C)(C)C (2R)-3-hydroxy-2-[(2-methylpropan-2-yl)oxycarbonylamino]propionic acid